C(C)(C)(C)OC(=O)N1C2CN(CC1CC2)C=2C1=C(N=C(N2)OC[C@H]2N(CCC2)C)CNCC1 3-(2-(((S)-1-methylpyrrolidin-2-yl)methoxy)-5,6,7,8-tetrahydropyrido[3,4-d]pyrimidin-4-yl)-3,8-diazabicyclo[3.2.1]octane-8-carboxylic acid tert-butyl ester